2-(3,5-dichloro-4-((3'-chloro-4'-fluoro-6-hydroxy-[1,1'-biphenyl]-3-yl)methyl)phenoxy)-N-methylacetamide ClC=1C=C(OCC(=O)NC)C=C(C1CC=1C=C(C(=CC1)O)C1=CC(=C(C=C1)F)Cl)Cl